(R)-N8-(4-(chlorodifluoromethoxy)phenyl)-N6,4-dimethyl-3,4-dihydro-1H-benzo[4,5]imidazo[2,1-c][1,4]oxazine-6,8-dicarboxamide ClC(OC1=CC=C(C=C1)NC(=O)C=1C=C(C2=C(N=C3COC[C@H](N32)C)C1)C(=O)NC)(F)F